COC=1C(=CC2=CC=C(C=C2C1)OC)C=1N=NN(C1)C=1C=C2CN(C(C2=CC1)=O)C1C(NC(CC1)=O)=O 3-(5-(4-(3,6-dimethoxynaphthalen-2-yl)-1H-1,2,3-triazol-1-yl)-1-oxoisoindolin-2-yl)piperidine-2,6-dione